ClC=1C(=NC(=NC1)NC1CCC(CC1)NC(CCCCCCNC(OC(C)(C)C)=O)=O)C=1C=NN(C1CC1CC1)C tert-butyl (7-(((1r,4r)-4-((5-chloro-4-(5-(cyclopropylmethyl)-1-methyl-1H-pyrazol-4-yl)pyrimidin-2-yl)amino)cyclohexyl)amino)-7-oxoheptyl)carbamate